N1C[C@H](CCC1)C=1C=NN2C1N=CC=C2N (3R-piperidin-3-yl)pyrazolo[1,5-a]pyrimidin-7-amine